butyl 2-methyl 2-(difluoromethyl)piperazine-1,2,4-tricarboxylate FC(C1(N(CCN(C1)C(=O)[O-])C(=O)OCCCC)C(=O)OC)F